N-allyl-N-(4-chlorophenyl)acetamide C(C=C)N(C(C)=O)C1=CC=C(C=C1)Cl